FC(COC(=O)C1=CNC=C1)(C(C(F)(F)F)(F)F)F 2,2,3,3,4,4,4-heptafluorobutyl-1H-pyrrole-3-carboxylate